1,3-diethylpyridinium triflate [O-]S(=O)(=O)C(F)(F)F.C(C)[N+]1=CC(=CC=C1)CC